2-MethOxy-2-(3-((S)-3-Oxohexahydroimidazo[1,5-a]Pyrazin-2(3H)-Yl)Bicyclo[1.1.1]Pentan-1-Yl)Acetic Acid COC(C(=O)O)C12CC(C1)(C2)N2C(N1[C@@H](CNCC1)C2)=O